OCC#CC1=CC=C(C=C1)CCC(C(=O)OC)C(C1=CC=C(C=C1)C(F)(F)F)=O methyl 4-[4-(3-hydroxyprop-1-yn-1-yl)phenyl]-2-[4-(trifluoromethyl)benzoyl]butanoate